(±)-1-(pyridin-2-ylcarbamoyl)-6-azaspiro[2.5]octane-6-carboxylate N1=C(C=CC=C1)NC(=O)[C@@H]1CC12CCN(CC2)C(=O)[O-] |r|